C(=O)(OC(\C=C\C1=CC(OC)=C(O)C=C1)=O)C(O)C(O)C(=O)[O-] feruloyl mono-tartrate